(E)-2,4-difluoro-N-(2-methoxy-5-(4-(4-(4-oxopent-2-enoyl)piperazin-1-yl)-4-(trifluoromethyl)quinazolin-6-yl)pyridin-3-yl)benzenesulfonamide FC1=C(C=CC(=C1)F)S(=O)(=O)NC=1C(=NC=C(C1)C=1C=C2C(NC=NC2=CC1)(C(F)(F)F)N1CCN(CC1)C(\C=C\C(C)=O)=O)OC